ClC=1C=C(C=C(C1)NS(=O)(=O)C)NC(=O)C=1C=C(C=CC1)N1N=C(C=C1)C(=O)OC methyl 1-{3-[(3-chloro-5-methanesulfonamidophenyl)carbamoyl]phenyl}-1H-pyrazole-3-carboxylate